tert-butyl (5-phenoxypicolinoyl)glycinate O(C1=CC=CC=C1)C=1C=CC(=NC1)C(=O)NCC(=O)OC(C)(C)C